C1(=CC=C(C=C1)N(C1=CC=C(C=C1)C1(CCCCC1)C1=CC=C(C=C1)N(C1=CC=C(C=C1)C)C1=CC=C(C=C1)C)C1=CC=C(C=C1)C)C 1,1-bis(4-di-p-tolylaminophenyl)cyclohexane